C12(CC3CC(CC(C1)C3)C2)C=2C=C(C=C(C2)C(C)(C)C)C2=CC=C(C=C2)C 3-((3r,5r,7r)-adamantan-1-yl)-5-(tert-butyl)-4'-methyl-[1,1'-biphenyl]